N(=[N+]=[N-])C(COCCOCCOCCOCCOCCOCCOCCOCCOCCOCCOCCNC(=O)[C@H](CCC(=O)O)NC(=O)CC[C@@H](C(=O)O)NC(CCCCCCCCCCCCCCCS(=O)(=O)O)=O)N=[N+]=[N-] 35-azido-(2S)-4-{[(1S)-1-[(35-azido-3,6,9,12,15,18,21,24,27,30,33-undecaoxapentatriacontan-1-yl)carbamoyl]-3-carboxypropyl]carbamoyl}-2-(16-sulfohexadecanamido)butanoic acid